NCC1(CCC(CC1)N(C1=C2CN(C(C2=CC=C1)=O)C1C(NC(CC1)=O)=O)CC1CC1)O 3-(4-(((1r,4r)-4-(aminomethyl)-4-hydroxycyclohexyl)(cyclopropylmethyl)amino)-1-oxoisoindolin-2-yl)piperidine-2,6-dione